1-methyl-6-thiomorpholinopyrimidin-2(1H)-one CN1C(N=CC=C1N1CCSCC1)=O